FC1=CC=C(C2=C1NC(=N2)C(=O)N[C@@H]2CN(CC[C@H]2C2=CC=CC=C2)C(=O)C=2C=1N(C=CC2)C=NC1)OC 7-fluoro-N-((3S,4S)-1-(imidazo[1,5-a]pyridine-8-carbonyl)-4-phenylpiperidin-3-yl)-4-methoxy-1H-benzo[d]imidazole-2-carboxamide